FC1OC2=C(OC1)C=CC=C2N2CC(NCC2)F 3-Fluoro-5-(3-fluoropiperazin-1-yl)-2,3-dihydro-1,4-benzodioxine